S(C)(=O)(=O)[O-].C(CCC)[NH+]1CC(CC1)CCCC 1,3-dibutylpyrrolidinium mesylate